C(C)(C)(C)OC(=O)N1[C@@H]([C@@H](CC1)N(C=1C2=C(N=C(N1)Cl)C(=C(N=C2)Cl)Cl)C)COC |r| tert-butyl-rac-(2S,3R)-2-(methoxymethyl)-3-[methyl-(2,7,8-trichloropyrido[4,3-d]pyrimidin-4-yl)amino]pyrrolidine-1-carboxylate